Cl.C(CC=C)N but-3-ene-1-amine hydrochloride